{2-[(4-methylphenyl)ethynyl]phenyl}acetonitrile CC1=CC=C(C=C1)C#CC1=C(C=CC=C1)CC#N